COC1=C(C=C(C=C1)C[C@H]2COC([C@@H]2CC3=CC4=C(C=C3)OCO4)O)OC The molecule is a lignan that consists of tetrahydrofuran-2-ol substituted by a 1,3-benzodioxol-5-ylmethyl group at positions 3 and a 3,4-dimethoxybenzyl group at position 4 (the 3R,4R stereoisomer). It is isolated from the leaves of Piper nigrum and exhibts histamine release inhibitory activity. It has a role as a histamine antagonist and a plant metabolite. It is a member of benzodioxoles, a cyclic acetal, a lactol, a lignan and a secondary alcohol.